BrC=1C=C(OC2=CC=C(C=C2)NS(=O)(=O)C2=CC(=C(C3=CC=CC=C23)O)C(=O)O)C=CC1 4-(N-(4-(3-bromophenoxy)phenyl)sulfamoyl)-1-hydroxy-2-naphthoic acid